C(C)(C)(C)OC(NC=1N=C2N(C=C(C=C2)C2=C(C(=CC=C2)F)C)C1C(=O)[C@H]1[C@H](C1)F)=O (6-(3-fluoro-2-methylphenyl)-3-((1s,2s)-2-fluorocyclopropane-1-carbonyl)imidazo[1,2-a]pyridin-2-yl)carbamic acid tert-butyl ester